[Li].[Co](O)O cobalt hydroxide, lithium salt